Dimethylaminochloroethane Hydrochloride Cl.CN(C)C(C)Cl